FC1(CC1)C(=O)N[C@H](C(=O)N1[C@@H](C[C@H](C1)O)C(=O)NC(CC(=O)O)C1=CC=C(C=C1)C1=C(N=CS1)C)C(C)(C)C 3-((2S,4R)-1-((S)-2-(1-fluorocyclopropanecarboxamido)-3,3-dimethylbutanoyl)-4-hydroxypyrrolidine-2-carboxamido)-3-(4-(4-methylthiazol-5-yl)phenyl)propanoic acid